CC1(CNC1)N 3-methyl-azetidin-3-amine